ClC1=C(C(=CC=C1)Cl)C#CC=1C=C2CCC(C2=CC1)N1CC(C1)C(=O)OC methyl 1-(5-((2,6-dichlorophenyl)ethynyl)-2,3-dihydro-1H-inden-1-yl)-azetidine-3-carboxylate